(3Z)-7,7-diethoxy-3-hepten-1-ol C(C)OC(CC\C=C/CCO)OCC